C(C)(=O)C1=CN(C2=CC=C(C=C12)C1=CN=NC=C1)CC(=O)N1[C@@H](C[C@H](C1)F)C(=O)NC1=NC=C(C=N1)Br (2S,4R)-1-(2-(3-acetyl-5-(pyridazin-4-yl)-1H-indol-1-yl)acetyl)-N-(5-bromopyrimidin-2-yl)-4-fluoropyrrolidine-2-carboxamide